[Si](C1=CC=CC=C1)(C1=CC=CC=C1)(C(C)(C)C)OC[C@@H]1CCC(N1C(=O)OC(C)(C)C)C(=O)OC (5S)-1-tert-butyl 2-methyl 5-(((tert-butyldiphenylsilyl)oxy)methyl)-pyrrolidine-1,2-dicarboxylate